4-[Bis[(4-methoxyphenyl)methyl]amino]-2,5-difluorophenol COC1=CC=C(C=C1)CN(C1=CC(=C(C=C1F)O)F)CC1=CC=C(C=C1)OC